C(CCCCCC(C)(C)C)(=O)OOOC(C)(C)C t-butylperoxy Neodecanoate